6-chloro-3-[[(1R)-1-[3,6-dimethyl-2-(1-methylpyrazolo[3,4-b]pyridin-5-yl)-4-oxo-benzopyran-8-yl]ethyl]amino]-N-methylsulfonyl-pyridine-2-carboxamide ClC1=CC=C(C(=N1)C(=O)NS(=O)(=O)C)N[C@H](C)C1=CC(=CC=2C(C(=C(OC21)C=2C=C1C(=NC2)N(N=C1)C)C)=O)C